2-ethyl-9-(n-undecyloxycarbonyloxy)anthracene C(C)C1=CC2=C(C3=CC=CC=C3C=C2C=C1)OC(=O)OCCCCCCCCCCC